COCCOCCOCCOCCC1=NC=2C(=C3C(=NC2)NC=C3)N1C1CCC(CC1)CC#N 2-((1r,4r)-4-(2-(2,5,8,11-tetraoxatridecan-13-yl)imidazo[4,5-d]pyrrolo[2,3-b]pyridin-1(6H)-yl)cyclohexyl)acetonitrile